C(CCC)S(=O)(=O)C Methyl butyl sulfone